tert-butyl (S)-2-(4-(7-((3-(diethylamino)propyl)carbamoyl)benzo[d]imidazo[2,1-b]thiazol-2-yl)phenyl)pyrrolidine-1-carboxylate C(C)N(CCCNC(=O)C1=CC2=C(N3C(S2)=NC(=C3)C3=CC=C(C=C3)[C@H]3N(CCC3)C(=O)OC(C)(C)C)C=C1)CC